magnesium ascorbate diphosphate [O-]P([O-])(=O)OP(=O)(O)O.O=C1C(O)=C(O)[C@H](O1)[C@@H](O)CO.[Mg+2]